C1=CC=CC=2C3=CC=CC=C3N(C12)CCCCOC=1C=C2C=CC(=CC2=CC1)C#N 6-(4-(9H-carbazol-9-yl)butoxy)-2-naphthonitrile